8-(2,2-difluorospiro[3.5]non-6-en-7-yl)-N-(oxazol-2-ylmethyl)quinoline-3-carboxamide FC1(CC2(C1)CC=C(CC2)C=2C=CC=C1C=C(C=NC21)C(=O)NCC=2OC=CN2)F